2-(bis(3-chloro-4-fluorophenyl)methyl)-4-((tetrahydro-2H-pyran-4-yl)sulfonyl)-1H-imidazole ClC=1C=C(C=CC1F)C(C=1NC=C(N1)S(=O)(=O)C1CCOCC1)C1=CC(=C(C=C1)F)Cl